N1(CC(CCC1)C(=O)ON1C(C2=CC=CC=C2C1=O)=O)C(=O)OC(C)(C)C 1-(tert-butyl) 3-(1,3-dioxoisoindolin-2-yl) piperidine-1,3-dicarboxylate